1,3,5-trimethylbenzene-2-boronic acid CC1=C(C(=CC(=C1)C)C)B(O)O